2-[(2R)-2-amino-3-methoxypropyl]-3,5-dichloro-N-[(furan-2-yl)methyl]thieno[3,2-b]pyridin-7-amine N[C@H](CC1=C(C2=NC(=CC(=C2S1)NCC=1OC=CC1)Cl)Cl)COC